COC1=C(C=C2C=CC(OC2=C1)=O)N1N=NC(=C1)C1=CC=CC=C1 7-methoxy-2-oxo-6-(4-phenyl-1H-1,2,3-triazol-1-yl)-2H-chromene